ClC1=CC=C(C=N1)NC1CC(C1)(F)F 6-chloro-N-(3,3-difluorocyclobutyl)pyridin-3-amine